C(C1=CC=CC=C1)N1[C@@H](C=2C=3C(=CC=CC13)N(CC(C2)C2=CC(=CC=C2)F)C)C(=O)OC Methyl (S)-1-benzyl-4-(3-fluorophenyl)-6-methyl-4,6-dihydro-1H-azepino[4,3,2-cd]indole-2-carboxylate